FC(C(C(C(F)(F)F)(F)F)(F)F)(S(=O)(=O)O)F.ClC1=C(C(=CC=C1C(=O)C=1C(=NN(C1O)C)C1CC1)C(F)(F)F)N1C(CCCC1)=O 1-{2-chloro-3-[(3-cyclopropyl-5-hydroxy-1-methyl-1H-pyrazol-4-yl)carbonyl]-6-(trifluoromethyl)phenyl}piperidin-2-one perfluoro-1-butanesulfonate